C1(CC1)C=1C(=CC(=NC1)C=C)C1=NC=2C=CC3=C(C2C=C1)C1=C(S3)C(N[C@@H](CN1)C)=O (R)-3-(5-cyclopropyl-2-vinylpyridin-4-yl)-10-methyl-9,10,11,12-tetrahydro-8H-[1,4]diazepino[5',6':4,5]thieno[3,2-f]quinolin-8-one